(R)-1-(Methyl((2S,3S)-2-methylpyrrolidin-3-yl)amino)propan-2-ol dihydrochloride Cl.Cl.CN(C[C@@H](C)O)[C@@H]1[C@@H](NCC1)C